methyl (1r,4r)-4-((5-(2,6-bis(benzyloxy)pyridin-3-yl)-2H-indazol-2-yl)methyl)cyclohexane-1-carboxylate C(C1=CC=CC=C1)OC1=NC(=CC=C1C1=CC2=CN(N=C2C=C1)CC1CCC(CC1)C(=O)OC)OCC1=CC=CC=C1